C[C@@H]1CN(C[C@@H](O1)C)C(=O)C=1C2=C(N(N1)CC(=O)N1CCC(CC1)C1=CC=C(C=C1)F)CCC2 2-{3-[(2R,6S)-2,6-dimethylmorpholine-4-carbonyl]-5,6-dihydrocyclopenta[c]pyrazol-1(4H)-yl}-1-[4-(4-fluorophenyl)piperidin-1-yl]ethan-1-one